O=C1N(C(CN1C1=CC=C(C=C1)C(F)(F)F)=O)CCCC1=CC(=C(OC(C(=O)OCC)(C)C)C(=C1)C)C Ethyl 2-(4-(3-(2,5-dioxo-3-(4-(trifluoromethyl)phenyl)imidazolidin-1-yl)propyl)-2,6-dimeth-ylphenoxy)-2-methylpropionate